4-hydroxy-4-hydroxybutyl-phenol OC(CCCC1=C(C=CC=C1)O)O